CNC(C(=O)C1=CC=CC=C1)OC alpha-(N-methyl-amino)-2-methoxyacetophenone